5-bromo-2-nitro-N-phenylaniline C1=CC=C(C=C1)NC2=C(C=CC(=C2)Br)[N+](=O)[O-]